FC1(CCN(CC1)C1=NC=CC(=C1)N)F (4,4-difluoropiperidin-1-yl)pyridin-4-amine